3-(3-Cyanophenyl)-4,6-dihydropyrrolo[3,4-c]pyrazole-5(1H)-carbonitrile C(#N)C=1C=C(C=CC1)C=1C2=C(NN1)CN(C2)C#N